(Z)-1-(3-(3-(2,4-Difluorophenyl)-4-oxo-3,4-dihydrophthalazin-1-yl)phenyl)-N-methylmethanimine oxide FC1=C(C=CC(=C1)F)N1N=C(C2=CC=CC=C2C1=O)C=1C=C(C=CC1)\C=[N+](\C)/[O-]